N[C@@H]1C=2C=NC=CC2CC12CCN(CC2)C=2N=CC(=NC2)SC=2C(=C(C=CC2)NC(=O)NS(=O)(=O)C2=CC=CC=C2)Cl (S)-N-((3-((5-(7-amino-5,7-dihydrospiro[cyclopenta[c]pyridine-6,4'-piperidin]-1'-yl)pyrazin-2-yl)thio)-2-chlorophenyl)carbamoyl)benzenesulfonamide